ClC=1C=C(C=CC1)C=1C=C(N=NC1)N1C([C@@H]2N(CCNC2)CC1)=O (R)-8-(5-(3-Chlorophenyl)pyridazin-3-yl)-9-oxooctahydro-2H-pyrazino[1,2-a]pyrazin